C(#N)C=1C=CC(=C(C1)C1=CN=C(O1)C(=O)N[C@H]1CN([C@H](C1)COC)C#N)OC 5-(5-Cyano-2-methoxyphenyl)-N-((3R,5R)-1-cyano-5-(methoxymethyl)pyrrolidin-3-yl)oxazole-2-carboxamide